4-(7-bromochroman-4-yl)-1H-imidazole BrC1=CC=C2C(CCOC2=C1)C=1N=CNC1